P(O)(O)(O)=O.N1=CN=C(C2=C1NC=C2)C=2C=NN(C2)[C@H](CC#N)C2CCCC2 (R)-3-(4-(7H-pyrrolo[2,3-d]pyrimidin-4-yl)-1H-pyrazol-1-yl)-3-cyclopentyl-propanenitrile phosphoric acid salt